N(=N[As])[As] azo-arsenic